6-methyl-N-[(5-methyl-1,2-oxazol-3-yl)methyl]-4-[(1-methylcyclopropyl)amino]furo[2,3-d]pyrimidine-5-carboxamide CC1=C(C2=C(N=CN=C2NC2(CC2)C)O1)C(=O)NCC1=NOC(=C1)C